3,3-difluoropropan-1-amine hydrochloride Cl.FC(CCN)F